C(C1=CC=CC=C1)(=O)O.C(CCC)/C(/C(=O)O)=C\C(=O)O.C(C)(C)(C)OOC(C)(C)C tert-butyl peroxide n-butyl-fumarate (benzoate)